C(\C=C\C1=CC(O)=C(O)C=C1)(=O)N[C@@H](CC(=O)[O-])C(=O)[O-] caffeoyl-L-aspartate